(R)-6-(2-amino-3-phenylpropoxy)-1-methyl-1H-benzo[d]imidazole-7-carboxylic acid methyl ester dihydrochloride Cl.Cl.COC(=O)C1=C(C=CC2=C1N(C=N2)C)OC[C@@H](CC2=CC=CC=C2)N